5'-fluoroorotidine monophosphate P(=O)(O)(O)OC([C@@H]1[C@H]([C@H]([C@@H](O1)N1C(=O)NC(=O)C=C1C(=O)O)O)O)F